C(C1=CC=CC=C1)OC1=CC(=C(C=C1)S(=O)(=O)N)F 4-(benzyloxy)-2-fluorobenzenesulfonamide